COC=1C=C2C=CC(=CC2=CC1)C(=O)O 6-methoxynaphthalene-2-carboxylic acid